C(C(=C)C)(=O)OCCCC=1N=NNC1 methacryloxypropyl-triazole